FC([C@@]12N(C=3C(=NN=C(C3)C3=C(C(=CC=C3)F)OC)NC1)C[C@H](C2)O)F (6aS,8S)-6a-(difluoromethyl)-2-(3-fluoro-2-methoxyphenyl)-5,6,6a,7,8,9-hexahydropyrrolo[1',2':4,5]pyrazino[2,3-c]pyridazin-8-ol